exo-5-Hydroxycamphor OC1C2CC(C(C1)(C2(C)C)C)=O